tert-butyl 3-(1-(1-(tert-butoxycarbonyl)azetidin-3-yl)-1H-pyrazol-4-yl)-5-(2,3-dihydro-1H-inden-4-yl)-6-methoxy-1H-pyrazolo[4,3-b]pyridine-1-carboxylate C(C)(C)(C)OC(=O)N1CC(C1)N1N=CC(=C1)C1=NN(C=2C1=NC(=C(C2)OC)C2=C1CCCC1=CC=C2)C(=O)OC(C)(C)C